C1(CCC1)OC1CN(CCC1)C1CCN(CC1)C=1SC(=CN1)C(=O)NCC1=NC=C(C=C1F)F [3-(cyclobutoxy)[1,4'-bipiperidine]-1'-yl]-N-[(3,5-difluoropyridin-2-yl)methyl]-1,3-thiazole-5-carboxamide